N-(2-chloro-8-(1-methoxyethyl)imidazo[1,2-b]pyridazin-7-yl)-N'-(5-cyano-6-methoxypyridin-3-yl)urea ClC=1N=C2N(N=CC(=C2C(C)OC)NC(=O)NC=2C=NC(=C(C2)C#N)OC)C1